6-chloro-N-methyl-N-[(1S)-1-[2-[5-(1,2,4-oxadiazol-3-yl)-2-pyridyl]-1,2,4-triazol-3-yl]ethyl]-8-(trifluoromethyl)quinazolin-4-amine ClC=1C=C2C(=NC=NC2=C(C1)C(F)(F)F)N([C@@H](C)C=1N(N=CN1)C1=NC=C(C=C1)C1=NOC=N1)C